[F].FCCOCCOCCN1C(C=2C(C1=O)=CC=CC2)=O N-(8-fluoro-3,6-dioxaoctyl)phthalimide fluorine